O1COC2=C1C=CC(=C2)N(C(C2=CC(=CC=C2)N2N=C(C=1CN(CCC12)S(=O)(=O)C=1C(=NN(C1C)C)C)C(F)(F)F)=O)C N-(1,3-Benzodioxol-5-yl)-N-methyl-3-[3-(trifluoromethyl)-5-(1,3,5-trimethylpyrazol-4-yl)sulfonyl-6,7-dihydro-4H-pyrazolo[4,3-c]pyridin-1-yl]benzamide